C(C1=CC=CC=C1)N(C(C(C(C)(F)F)(C)C)=O)O N-benzyl-3,3-difluoro-N-hydroxy-2,2-dimethylbutyramide